P(O)(F)OC1=C(C=C(C=C1C(C)(C)C)C(C)(C)C)CCC1=C(C(=CC(=C1)C(C)(C)C)C(C)(C)C)O ethylenebis(4,6-di-t-butylphenol) fluorophosphite